NCCCN1N=CC2=C(C=C(C=C12)C(=O)N)C1=NC(=NN1)C1=C(C(=NN1CC)C)F 1-(3-aminopropyl)-4-[3-(1-ethyl-4-fluoro-3-methyl-1H-pyrazol-5-yl)-1H-1,2,4-triazol-5-yl]-1H-indazole-6-carboxamide